ClC=1C=C(NC2(CCC3(C(CC4=CC=C(C=C34)COC)C[C@H](COCC3=CC=C(C=C3)OC)C)CC2)C(=O)OC)C=CC1 methyl (1r,4R)-4-(3-chloroanilino)-6'-(methoxymethyl)-2'-{(2R)-3-[(4-methoxyphenyl)methoxy]-2-methylpropyl}-2',3'-dihydrospiro[cyclohexane-1,1'-indene]-4-carboxylate